NCCOC(C(=C)C)=O 2-Aminoethyl-methacrylat